1-(4-chlorophenyl)-2-phenylbenzimidazole ClC1=CC=C(C=C1)N1C(=NC2=C1C=CC=C2)C2=CC=CC=C2